C1CCCCCC(=O)NCCCCC1 Omega-laurolactam